1-(4-((2-chloro-6-fluoro-1H-benzo[d]imidazol-1-yl)methyl)benzyl)pyrrolidin-2-one ClC1=NC2=C(N1CC1=CC=C(CN3C(CCC3)=O)C=C1)C=C(C=C2)F